N-(4-((2-Amino-3-((3,3-difluoropyrrolidin-1-yl)methyl)pyridin-4-yl)oxy)-3-fluorophenyl)-1-(pyrimidin-2-yl)-5-(trifluoromethyl)-1H-pyrazole-4-carboxamide NC1=NC=CC(=C1CN1CC(CC1)(F)F)OC1=C(C=C(C=C1)NC(=O)C=1C=NN(C1C(F)(F)F)C1=NC=CC=N1)F